FC1=C(C=CC=2C(COC21)(C)C)C(=O)NC2=C(C(=CC(=C2)F)B2OC(C(O2)(C)C)(C)C)C 7-Fluoro-N-(5-fluoro-2-methyl-3-(4,4,5,5-tetramethyl-1,3,2-dioxaborolan-2-yl)phenyl)-3,3-dimethyl-2,3-dihydrobenzofuran-6-carboxamide